C(C)N1[C@@H](C=2C=CC=C(C3=CN4C(C(OC\C=C/C(C(NC1=O)CCC(F)(F)F)C)=N3)=NC=C4)C2)C (12R,18Z)-13-ethyl-12,17-dimethyl-16-(3,3,3-trifluoropropyl)-12,13,15,16,17,20-hexahydro-14H-6,22-(azeno)-11,7-(metheno)imidazo[2,1-c][1,4,13,15]oxatriazacycloicosin-14-one